N[C@@H](COC(C(F)(F)F)(C)C)C1=NC2=C(N1)C=CC(=C2)C(COC)N2C(NC(C2)(C)C)=O 1-(1-(2-((R)-1-Amino-2-((1,1,1-trifluoro-2-methylpropan-2-yl)oxy)ethyl)-1H-benzo[d]imidazol-5-yl)-2-methoxyethyl)-4,4-dimethylimidazolidin-2-one